(8R,13R)-8,13-dimethyl-7,10,14-trioxa-4,19,20-triazatetracyclo[13.5.2.12,6.018,21]tricosa-1(20),2(23),3,5,15(22),16,18(21)-heptaene C[C@H]1OC2=CN=CC(C3=NNC=4C=CC(O[C@@H](CCOC1)C)=CC34)=C2